FC(S=C(O)C1=CC2=CC=CC=C2C=C1)(F)F.COC1=CC=CC2=C1N=C(O2)NC2=CC=CC=C2 4-methoxybenzoxazolyl-aniline S-(trifluoromethyl)naphthalene-2-carbothioate